FC(N1C2C3CCNC(CCC(C([C@H](C(NC2CN1)=O)C)[2H])[2H])C3)F (9R,13S)-3-(difluoromethyl)-9-methyl-8-oxo(10,11-2H2)-3,4,7,15-tetraazatricyclo[12.3.1.02,6]Octadecan